1-ethyl-6-fluoro-7-(4-methylpiperazin-1-yl)-3-(4-methylcinnamoyl)-quinoline C(C)N1CC(=CC2=CC(=C(C=C12)N1CCN(CC1)C)F)C(C=CC1=CC=C(C=C1)C)=O